C(CCCCCCCCCCCCCCC)C1(C2=CC3=C(C(C4=C3SC(=C4)CC4=C(SC=C4)C=O)(CCCCCCCCCCCCCCCC)CCCCCCCCCCCCCCCC)C=C2C=2SC(=CC21)CC2=C(SC=C2)C=O)CCCCCCCCCCCCCCCC 3,3'-((4,4,9,9-tetrahexadecyl-4,9-dihydro-s-indaceno[1,2-b:5,6-b']dithiophene-2,7-diyl)bis(methylene))bis(thiophene-2-carbaldehyde)